1-[(3ar,6ar)-6-(hydroxymethyl)-2,2-dimethyltetrahydrofurano[3,4-d][1,3]dioxolan-4-yl]pyrimidine-2,4-dione OCC1OC([C@H]2[C@@H]1OC(O2)(C)C)N2C(NC(C=C2)=O)=O